[4-[4-Amino-2-(N-(2-amino-1-methyl-2-oxoethyl)-4-fluoroanilino)thiazol-5-carbonyl]phenoxy]-N-isopropyl-2-methyl-propanamid NC=1N=C(SC1C(=O)C1=CC=C(OC(C(=O)NC(C)C)(C)C)C=C1)N(C1=CC=C(C=C1)F)C(C(=O)N)C